COC([C@H](C[C@H]1C(NCCC1)=O)NC(=O)[C@@H]1C[Si](CN1C(=O)OC(C)(C)C)(C)C)=O tert-butyl (5R)-5-[[(1S)-2-methoxy-2-oxo-1-[[(3S)-2-oxo-3-piperidyl]methyl]ethyl]carbamoyl]-3,3-dimethyl-1,3-azasilolidine-1-carboxylate